N-((3S,4S)-1-(imidazo[1,5-a]pyridine-8-carbonyl)-4-phenylpiperidin-3-yl)-2-(methylsulfonamido)acetamide C=1N=CN2C1C(=CC=C2)C(=O)N2C[C@H]([C@@H](CC2)C2=CC=CC=C2)NC(CNS(=O)(=O)C)=O